(3S,5S)-N-Boc-3,5-difluoro-4-hydroxypiperidine C(=O)(OC(C)(C)C)N1C[C@@H](C([C@H](C1)F)O)F